(2R)-N-[2-(1-benzylpiperidin-4-yl)ethyl]-2-methyl-4-(2,4,5-trifluorophenyl)piperazine-1-carboxamide C(C1=CC=CC=C1)N1CCC(CC1)CCNC(=O)N1[C@@H](CN(CC1)C1=C(C=C(C(=C1)F)F)F)C